dimethyl-5-methyl-2,3-pyridinedicarboxylic acid CC1=C(C(=C(C(=N1)C(=O)O)C(=O)O)C)C